O1CCC(CC1)C1=NC=C(C(=N1)N)N (tetrahydro-2H-pyran-4-yl)pyrimidine-4,5-diamine